CP(=O)(C)C1=CC=C(C2=C1OCCO2)NC(OC(C)(C)C)=O tert-butyl (8-(dimethylphosphoryl)-2,3-dihydrobenzo[b][1,4]dioxin-5-yl)carbamate